C[C@H]1CC[C@@H](N(C1)C(C(=O)NC=1C=C(C=NC1)C(=O)N)=O)C1=CC(=NC=C1)C 5-[[2-[(2R,5S)-5-methyl-2-(2-methyl-4-pyridyl)-1-piperidyl]-2-oxo-acetyl]amino]pyridine-3-carboxamide